C1(CCCCC1)N1CC(C1)C(=O)N(C1=CC=CC=C1)CC=1N=C2N(C=CC(=C2)C=2OC(=NN2)C(F)F)C1 1-cyclohexyl-N-((7-(5-(difluoromethyl)-1,3,4-oxadiazol-2-yl)imidazo[1,2-a]pyridin-2-yl)methyl)-N-phenylazetidin-3-carboxamide